(R)-2-(4-(((4-methylmorpholin-2-yl)methyl)amino)pyrido[3,4-d]pyridazin-1-yl)-5-(trifluoromethyl)phenol CN1C[C@H](OCC1)CNC=1N=NC(=C2C1C=NC=C2)C2=C(C=C(C=C2)C(F)(F)F)O